CC(CCC=C(C)C)C1CCC(=CC1C1=C(C=C(C=C1O)CCCCC)O)C 2-[6-(1,5-dimethylhex-4-en-1-yl)-3-methylcyclohex-2-en-1-yl]-5-pentylbenzene-1,3-diol